7-chloro-4-hydroxyquinoline-2-carboxylic acid ethyl ester C(C)OC(=O)C1=NC2=CC(=CC=C2C(=C1)O)Cl